4-[4-(1,3-Benzooxazol-2-yl)piperidin-1-yl]-7-bromo-1-methyl-2-oxo-1,2-dihydroquinoline-3-carboxamide O1C(=NC2=C1C=CC=C2)C2CCN(CC2)C2=C(C(N(C1=CC(=CC=C21)Br)C)=O)C(=O)N